COC(=O)C1=CC=C(C=C1)C1=C(C(=C(C(=C1C)O)O)C=O)COCC1=CC=CC=C1 2'-((benzyloxy)methyl)-3'-formyl-4',5'-dihydroxy-6'-methyl-(1,1'-biphenyl)-4-carboxylic acid methyl ester